[(2R,3S,4R,5R)-5-[2-chloro-4-[[(1R)-1-(4-chlorophenyl)ethyl]-amino]pyrrolo[2,3-d]-pyrimidin-7-yl]-3,4-dihydroxy-tetrahydro-furan-2-yl]methoxy-methylphosphonic acid ClC=1N=C(C2=C(N1)N(C=C2)[C@H]2[C@@H]([C@@H]([C@H](O2)COCP(O)(O)=O)O)O)N[C@H](C)C2=CC=C(C=C2)Cl